C1(CCCC2CCCCC12)C(COC)COC 2-(decahydronaphthyl)-1,3-dimethoxypropane